[Si](C)(C)(C(C)(C)C)OCC=1C=C(CN2C=C(C=CC2=O)C(=O)OC)C=CC1 methyl 1-(3-(((tert-butyldimethylsilyl)oxy)methyl)benzyl)-6-oxo-1,6-dihydropyridine-3-carboxylate